C(C)(=O)OC(CC=C)CCCCCCCCC tridec-1-en-4-yl acetate